N-(2-((2'-allyl-[1,1'-biphenyl]-3-yl)methyl)pyrrolidin-3-yl)ethanesulfonamide C(C=C)C1=C(C=CC=C1)C1=CC(=CC=C1)CC1NCCC1NS(=O)(=O)CC